3-mercapto-1-propansulfonic acid, sodium salt [Na+].SCCCS(=O)(=O)[O-]